N1=CNC(=C1)CCNC(=O)C1=NC(=CC(=C1)CN)CNCCC=1NC=NC1 4-Aminomethyl-6-{[2-(3H-imidazol-4-yl)-ethylamino]-methyl}-pyridine-2-carboxylic acid [2-(3H-imidazol-4-yl)-ethyl]-amide